7-ethyl-2-(methylsulfonyl)-9-(tetrahydro-2H-pyran-4-yl)-7,9-dihydro-8H-purine C(C)N1CN(C2=NC(=NC=C12)S(=O)(=O)C)C1CCOCC1